(R)-N-(1-(1-methylpiperidin-4-yl)-1H-pyrazol-4-yl)-3-(3-((1,1,1-trifluoropropan-2-yl)carbamoyl)pyrazolo[1,5-a]pyridin-5-yl)-1H-pyrrolo[2,3-b]pyridine-5-carboxamide CN1CCC(CC1)N1N=CC(=C1)NC(=O)C=1C=C2C(=NC1)NC=C2C2=CC=1N(C=C2)N=CC1C(N[C@@H](C(F)(F)F)C)=O